7-bromo-2,4-dichloro-8-fluoro-6-iodo-3-nitroquinoline BrC1=C(C=C2C(=C(C(=NC2=C1F)Cl)[N+](=O)[O-])Cl)I